(R)-N-(1-(3-(1-ethyl-1H-pyrazol-3-yl)-5-(1-methyl-1H-pyrazol-4-yl)phenyl)ethyl)-3-fluoro-2-methyl-5-(4-methylpiperazin-1-yl)benzamide C(C)N1N=C(C=C1)C=1C=C(C=C(C1)C=1C=NN(C1)C)[C@@H](C)NC(C1=C(C(=CC(=C1)N1CCN(CC1)C)F)C)=O